C(C)OC(=O)C1=NN2C(C(N(CC2)CC2=NC=CC=C2C)=O)=C1C1CC1 3-Cyclopropyl-5-(3-methylpyridin-2-ylmethyl)-4-oxo-4,5,6,7-tetrahydropyrazolo[1,5-a]pyrazine-2-carboxylic acid ethyl ester